BrC1=C2C(N(C(C2=CC(=C1)CN(C)C1CCN(CC1)C1=CC=C(C=C1)[C@H]1[C@H](COC2=CC(=CC=C12)O)C1=CC=CC=C1)=O)C1C(NC(CC1)=O)=O)=O 4-bromo-2-(2,6-dioxopiperidin-3-yl)-6-(((1-(4-((3S,4R)-7-hydroxy-3-phenylchroman-4-yl)phenyl)piperidin-4-yl)(methyl)amino)methyl)isoindoline-1,3-dione